5-[4-amino-5-(trifluoromethyl)pyrrolo[2,1-f][1,2,4]triazin-7-yl]-N-[4-fluoro-1-(3-fluorocyclobutanecarbonyl)pyrrolidin-3-yl]-2-methylpyridine-3-carboxamide NC1=NC=NN2C1=C(C=C2C=2C=C(C(=NC2)C)C(=O)NC2CN(CC2F)C(=O)C2CC(C2)F)C(F)(F)F